C(C)OC(=O)C12CC(C1)(C2)N2C(C(CC2)C2=CC=C(C=C2)Cl)=O 3-(3-(4-chlorophenyl)-2-oxopyrrolidin-1-yl)bicyclo[1.1.1]pentane-1-carboxylic acid ethyl ester